N-(2-fluoroethyl)-2-methoxy-5-(4,4,5,5-tetramethyl-1,3,2-dioxaborolan-2-yl)benzenesulfonamide FCCNS(=O)(=O)C1=C(C=CC(=C1)B1OC(C(O1)(C)C)(C)C)OC